1-(3-fluorocyclohex-2-en-1-yl)-3-(isoquinolin-4-yl)-2-oxoimidazoline-4-carbonitrile FC1=CC(CCC1)N1C(N(C(C1)C#N)C1=CN=CC2=CC=CC=C12)=O